methyl 6-(4-chloro-3-fluorophenyl)-2-(3-fluorophenyl)-3-oxo-2,3-dihydropyridazine-4-carboxylate ClC1=C(C=C(C=C1)C=1C=C(C(N(N1)C1=CC(=CC=C1)F)=O)C(=O)OC)F